9,9-bis(2'-hydroxyethyl)-2,7-bis[4-(naphthalen-2-yl)phenyl]-9H-fluorene OCCC1(C2=CC(=CC=C2C=2C=CC(=CC12)C1=CC=C(C=C1)C1=CC2=CC=CC=C2C=C1)C1=CC=C(C=C1)C1=CC2=CC=CC=C2C=C1)CCO